3-((1r,4r)-4-hydroxycyclohexyl)-8-(1-methyl-1H-pyrazol-4-yl)-6-(4-(trifluoromethyl)phenyl)pyrido[3,4-d]pyrimidin-4(3H)-one OC1CCC(CC1)N1C=NC2=C(C1=O)C=C(N=C2C=2C=NN(C2)C)C2=CC=C(C=C2)C(F)(F)F